3-(1-menthoxy)butane-1-ol C1(CCC(CC1)C(C)C)(C)OC(CCO)C